2-(3-bromophenyl)dibenzo[b,d]furan BrC=1C=C(C=CC1)C1=CC2=C(OC3=C2C=CC=C3)C=C1